COC(C(CC1(CCC2(OCCO2)CC1)C(=O)OCC)(C)C)=O ethyl 8-(3-methoxy-2,2-dimethyl-3-oxo-propyl)-1,4-dioxaspiro[4.5]decane-8-carboxylate